4-((2-cyano-4-fluorophenyl)thio)-6-(1-((2S,2S)-2-hydroxycyclohexyl)-5-methyl-1H-pyrazol-4-yl)pyrazolo[1,5-a]pyridine-3-carbonitrile C(#N)C1=C(C=CC(=C1)F)SC=1C=2N(C=C(C1)C=1C=NN(C1C)C1[C@H](CCCC1)O)N=CC2C#N